C(CCCCCC(C)C)[SiH](Cl)OCC isononyl-ethoxychlorosilane